ClC1=NN2C(N=CC3=C2[C@@](CN3C(=O)NC=3C=NC(=C(C3)C#N)N3N=CC=N3)(C(F)(F)F)C)=C1 (R)-2-chloro-N-(5-cyano-6-(2H-1,2,3-triazol-2-yl)pyridin-3-yl)-8-methyl-8-(trifluoromethyl)-7,8-dihydro-6H-pyrazolo[1,5-a]pyrrolo[2,3-e]pyrimidine-6-carboxamide